(1S,2S)-2-(3-chlorophenyl)-N-(4-(((6-cyclopropyl-8-(4-methylpiperazin-1-yl)-[1,2,4]triazolo[1,5-a]pyridin-2-yl)methyl)amino)pyridin-2-yl)cyclopropane-1-carboxamide ClC=1C=C(C=CC1)[C@@H]1[C@H](C1)C(=O)NC1=NC=CC(=C1)NCC1=NN2C(C(=CC(=C2)C2CC2)N2CCN(CC2)C)=N1